1,8-NAPHTHYRIDINONE N1C(C=CC2=CC=CN=C12)=O